FC=1C(=C2CCNCC2=CC1)C1=NC=2C=CNC(C2C(=C1)NC1=NN(C(=C1)C1CCOCC1)C)=O 2-(6-fluoro-1,2,3,4-tetrahydro-isoquinolin-5-yl)-4-[(1-methyl-5-tetrahydro-pyran-4-yl-pyrazol-3-yl)amino]-6H-1,6-naphthyridin-5-one